BrC=1C=C(C=C2CCC3C(C12)(C3)C)OCOC 7-bromo-5-(methoxymethoxy)-7b-methyl-1a,2,3,7b-tetrahydro-1H-cyclopropa[a]naphthalene